N1CC(C1)N1C=NC(=C1)C=1N=C(C=2N(C1C)C=CN2)N2[C@H](CC2)C 6-[1-(azetidin-3-yl)imidazol-4-yl]-5-methyl-8-[(2S)-2-methylazetidin-1-yl]imidazo[1,2-a]pyrazine